6-bromo-3-(isoquinolin-4-yl)-1-(4-methoxybenzyl)thieno[3,2-d]pyrimidine-2,4(1H,3H)-dione BrC1=CC=2N(C(N(C(C2S1)=O)C1=CN=CC2=CC=CC=C12)=O)CC1=CC=C(C=C1)OC